2-(3-bromo-4-(2,6-dimethyl-4-(methylthio)phenoxy)phenyl)propane BrC=1C=C(C=CC1OC1=C(C=C(C=C1C)SC)C)C(C)C